N-stearidonoyl-alanine C(CCCC\C=C/C\C=C/C\C=C/C\C=C/CC)(=O)N[C@@H](C)C(=O)O